C1(CC1)S(=O)(=O)N1N=CC(=C1)C1=NC=CC(=N1)C1(NC=C(C(=C1)NC(C)C)C#CCN1CCCC1)N 2-(2-(1-(Cyclopropylsulfonyl)-1H-pyrazol-4-yl)pyrimidin-4-yl)-N4-isopropyl-5-(3-(pyrrolidin-1-yl)prop-1-yn-1-yl)pyridine-2,4-diamine